NCC(C1=CC(=CC(=C1)F)Cl)NC(=O)C=1N=CN(C1)C1=NC(=NC=C1C)NC1CCOCC1 N-(2-amino-1-(3-chloro-5-fluoro-phenyl)ethyl)-1-(5-methyl-2-((tetrahydro-2H-pyran-4-yl)amino)-pyrimidin-4-yl)-1H-imidazole-4-carboxamide